C1(CCCC1)C#CC=1C=C(OC2=C(N=NN2)C(=O)O)C=CC1S(=O)(=O)C 5-(3-(cyclopentylethynyl)-4-(methylsulfonyl)phenoxy)-1H-1,2,3-triazole-4-carboxylic acid